(R)-N-((R)-1-(3,6-dimethyl-4-oxo-2-(pyrimidin-5-yl)-3,4-dihydroquinazolin-8-yl)ethyl)-2-methylpropane-2-sulfinamide CN1C(=NC2=C(C=C(C=C2C1=O)C)[C@@H](C)N[S@](=O)C(C)(C)C)C=1C=NC=NC1